4-(4-ethylbenzyl)-6,7,8,9-tetrahydroimidazo[1,2-a]pyrido[3,4-e]pyrimidine-5(4H)-one C(C)C1=CC=C(CN2C=3N(C4=C(C2=O)CNCC4)C=CN3)C=C1